ISOTETRADECANOIC ACID, METHYL ESTER C(CCCCCCCCCCC(C)C)(=O)OC